2-fluoro-N-(6-(4-(trifluoromethoxy)pyridin-3-yl)benzo[d]thiazol-2-yl)cyclopropane-1-carboxamide FC1C(C1)C(=O)NC=1SC2=C(N1)C=CC(=C2)C=2C=NC=CC2OC(F)(F)F